1,6-diphenyl-3(R),4(R)-hexanediol C1(=CC=CC=C1)CC[C@H]([C@@H](CCC1=CC=CC=C1)O)O